chloro-N-methyl-N-(4'-((1-methylpiperidin-4-yl)oxy)-[1,1'-biphenyl]-3-yl)-[1,2,4]triazolo[4,3-a]quinazolin-5-amine ClC1=NN=C2N1C1=CC=CC=C1C(=N2)N(C=2C=C(C=CC2)C2=CC=C(C=C2)OC2CCN(CC2)C)C